(2E)-N-(3-bromo-2,5-difluorophenyl)-3-ethoxyprop-2-enamide BrC=1C(=C(C=C(C1)F)NC(\C=C\OCC)=O)F